N12C=CCCNC2CCCCC1 1,6-diazabicyclo(5.5.0)dodecene